C(CCCCCCCCCCCCCCCCCCCCC)(=O)OCC(CO)(CO)CO pentaerythritol mono-behenate